racemic-4-(3-(3-chlorophenyl)-5-cyano-2-oxo-imidazolin-1-yl)isoquinoline-6-nitrile ClC=1C=C(C=CC1)N1C(N([C@H](C1)C#N)C1=CN=CC2=CC=C(C=C12)C#N)=O |r|